C(#N)C=1C=C(C=CC1F)NC(N(C)[C@@H](C)C1=CNC(C2=CC(=C(C=C12)F)F)=O)=O (S)-3-(3-cyano-4-fluorophenyl)-1-(1-(6,7-difluoro-1-oxo-1,2-dihydroisoquinolin-4-yl)ethyl)-1-methylurea